3-[6-[3-fluoro-1-[3-(4-piperidinyloxy)cyclobutyl]-4-piperidinyloxy]-1-oxo-isoindolin-2-yl]piperidine-2,6-dione FC1CN(CCC1OC1=CC=C2CN(C(C2=C1)=O)C1C(NC(CC1)=O)=O)C1CC(C1)OC1CCNCC1